C(C)(C)C1=CC(C(CC1)C)SCCCCCCCCCCCCCCCCCC (3-isopropyl-6-methylcyclohex-2-en-1-yl)(octadecyl)sulfane